ClC1=CC=C(OC2=CC(=C(C=C2)C(C(=O)OCC)(CN2N=CN=C2)O)C(F)(F)F)C=C1 ethyl 2-[4-(4-chlorophenoxy)-2-(trifluoromethyl)phenyl]-2-hydroxy-3-(1,2,4-triazol-1-yl)propanoate